C1=CC=CC=2C3=CC=CC=C3N(C12)C1=C(C(C(C=C1C#N)(C#N)N1C2=CC=CC=C2C=2C=CC=CC12)N1C2=CC=CC=C2C=2C=CC=CC12)N1C2=CC=CC=C2C=2C=CC=CC12 1,2,3,4-tetrakis(carbazol-9-yl)-4,6-dicyanobenzene